O=C/1C2(CN(C2)C(=O)OC(C)(C)C)CC\C1=C/C1=C(C=CC=C1)C=1N=CN(C1)C(C1=CC=CC=C1)(C1=CC=CC=C1)C1=CC=CC=C1 tert-butyl (6E)-5-oxo-6-([2-[1-(triphenylmethyl)-1H-imidazol-4-yl]phenyl]methylidene)-2-azaspiro[3.4]octane-2-carboxylate